2,2,2-trifluoroethyl propionate C(CC)(=O)OCC(F)(F)F